BrC1=CC=C(C=C1)[C@H](CN(S(=O)(=O)C1=C(C=CC=C1)[N+](=O)[O-])C)NC(OC(C)(C)C)=O tert-butyl {(1R)-1-(4-bromophenyl)-2-[methyl(2-nitrobenzene-1-sulfonyl)amino]ethyl}carbamate